N1=CC(=CC2=CC=CC=C12)S(=O)(=O)C1=CC=C(C=C1)CNC(=O)C=1C=CC=2N(C1)C=CN2 N-{[4-(quinoline-3-sulfonyl)phenyl]methyl}imidazo[1,2-a]pyridine-6-carboxamide